tert-butyl (S)-(1-(5-(4-(1-benzyl-4-(dimethylamino)piperidin-4-yl)phenyl)-3-methylthiophene-2-carbonyl)pyrrolidin-3-yl)carbamate C(C1=CC=CC=C1)N1CCC(CC1)(N(C)C)C1=CC=C(C=C1)C1=CC(=C(S1)C(=O)N1C[C@H](CC1)NC(OC(C)(C)C)=O)C